N,N'-bis(3-aminophenyl)isophthalamide NC=1C=C(C=CC1)NC(C1=CC(C(=O)NC2=CC(=CC=C2)N)=CC=C1)=O